1-phenoxycarbonyl-4-(1-methyl-tellanyl-ethyl)benzene 11-((2-ethylhexyl)thio)undecyl-prop-2-ene-1-sulfonate benzyl-(3-(3-methoxy-4-methylphenyl)oxetan-3-yl)carbamate C(C1=CC=CC=C1)N(C(O)=O)C1(COC1)C1=CC(=C(C=C1)C)OC.C(C)C(CSCCCCCCCCCCCOS(=O)(=O)CC=C)CCCC.O(C1=CC=CC=C1)C(=O)C1=CC=C(C=C1)C(C[TeH])C